FC1=CC=C(CNC(C(=O)[C@H]2N(CCC2)C(CNC(=O)C2=CC=NC3=CC=CC=C23)=O)=O)C=C1 (S)-N-(2-(2-(2-((4-Fluorobenzyl)amino)-2-oxoacetyl)pyrrolidin-1-yl)-2-oxoethyl)quinoline-4-carboxamide